(+/-)-2-amino-2-(3-fluoro-5-methoxyphenyl)-N,N-dimethylacetamide N[C@@H](C(=O)N(C)C)C1=CC(=CC(=C1)OC)F |r|